sodium manganese ethylenediamine tetraacetate C(C)(=O)ON(CCN(OC(C)=O)OC(C)=O)OC(C)=O.[Mn].[Na]